3-((4-Methyleneoct-3-yl)oxy)butyronitrile C=C(C(CC)OC(CC#N)C)CCCC